tert-butyl 4-(5-fluoro-3-methoxy-2-pyridyl)piperazine-1-carboxylate FC=1C=C(C(=NC1)N1CCN(CC1)C(=O)OC(C)(C)C)OC